BrC=1C=C2C(=C(NC2=CC1)C=1C(=NC=CC1)COC)CC(C(=O)O)(C)C 3-(5-bromo-2-(2-(methoxymethyl)pyridin-3-yl)-1H-indol-3-yl)-2,2-dimethylpropionic acid